ClC=1C=CC(=NC1COC)N1C(OCC1)=O 3-(5-chloro-6-(methoxymethyl)pyridin-2-yl)oxazolidin-2-one